2,4-diaminobutyric acid ethyl ester C(C)OC(C(CCN)N)=O